N'-((4-fluoro-2,6-diisopropylphenyl)carbamoyl)-5-methylpyridine-2-sulfonimidamide FC1=CC(=C(C(=C1)C(C)C)NC(=O)N=S(=O)(N)C1=NC=C(C=C1)C)C(C)C